N1C[C@H](CCC1)NC(=N)C1=CC=C(OCCC(=O)O)C=C1 3-(4-(N-((S)-piperidin-3-yl)carbamimidoyl)phenoxy)propanoic acid